1,3-diallyl-imidazole C(C=C)N1CN(C=C1)CC=C